Cl.C1(CCC1)CNCC=1NC2=CC(=CC=C2C1)CN1N=NC(=C1)C=1C=NC=C(C1)N1CCCC1 1-cyclobutyl-N-((6-((4-(5-(pyrrolidine-1-yl)pyridin-3-yl)-1H-1,2,3-triazol-1-yl)methyl)-1H-indole-2-yl)methyl)methylamine hydrochloride